Cl(=O)(=O)O.CN(CC=C)CC=C methyldiallylamine chloric acid salt